BrC1=C(C=C(C(=O)N2CC=3N(C[C@H]2C)C(N(C3C(=O)N[C@H](C)C3=CC=C(C=C3)OC)C3=CC=C(C=C3)N3N=CC=C3)=O)C=C1)Cl (6R)-7-(4-bromo-3-chloro-benzoyl)-N-[(1R)-1-(4-methoxyphenyl)ethyl]-6-methyl-3-oxo-2-(4-pyrazol-1-ylphenyl)-6,8-dihydro-5H-imidazo[1,5-a]pyrazine-1-carboxamide